pentafluorophenylbis(trifluoromethylsulfonyl)methane FC1=C(C(=C(C(=C1C(S(=O)(=O)C(F)(F)F)S(=O)(=O)C(F)(F)F)F)F)F)F